N1(CCN(CCNCCC1)CC=1C(=C(C(=O)NC(CO)O)C=C(C1)C)O)CC=1C(=C(C(=O)NC(CO)O)C=C(C1)C)O 3,3'-[1,4,7-triazecane-1,4-diylbis(methylene)]bis[N-(1,2-dihydroxyethyl)-2-hydroxy-5-methylbenzamide]